(3R)-3-(7-chloro-2-(2-methylisonicotinamido)-6-((tetrahydrofuran-3-yl)oxy)-1H-benzo[d]Imidazole-1-yl)azepane-1-carboxylic acid tert-butyl ester C(C)(C)(C)OC(=O)N1C[C@@H](CCCC1)N1C(=NC2=C1C(=C(C=C2)OC2COCC2)Cl)NC(C2=CC(=NC=C2)C)=O